(2R,3S,4S)-4-hydroxy-2-[(4-methoxyphenyl)methyl]pyrrolidin-3-yl N-{2-azabicyclo[2.1.1]hexan-4-ylmethyl}carbamate C12NCC(C1)(C2)CNC(O[C@H]2[C@H](NC[C@@H]2O)CC2=CC=C(C=C2)OC)=O